Cl.C[C@@H]1CNC[C@@H](C1)C (3S,5R)-3,5-dimethylpiperidine hydrochloride